[C@H]12CN(C[C@H](CC1)N2)C(=O)OC(C)(C)C tert-butyl (1R,5S)-3,8-diazabicyclo-[3.2.1]octane-3-carboxylate